dimethylol dimethacrylate C(C(=C)C)(=O)OCO.C(C(=C)C)(=O)OCO